[Cl-].[Cl-].C[SiH]([Zr+2](C1CCC2CC=CC=C12)C1CCC2CC=CC=C12)C dimethyl-silylbis(tetrahydroindenyl)zirconium dichloride